C(#N)CC(C)NC1=NC(=CC(=C1)C=1C=C(C=CC1C)NC(=O)N1C[C@@H](CC1)CC(F)(F)F)N1CCOCC1 (3S)-N-(3-[2-[(1-cyanopropan-2-yl)amino]-6-(morpholin-4-yl)pyridin-4-yl]-4-methylphenyl)-3-(2,2,2-trifluoroethyl)pyrrolidine-1-carboxamide